ClC=1C=C2CN=C(NC2=CC1)SCC=1N2C(SC1)=NCC2 3-(((6-chloro-1,4-dihydroquinazolin-2-yl)thio)methyl)-5,6-dihydroimidazo[2,1-b]thiazole